[C@H]12CN(CC(CC1)C2)C2(CC(C2)N2C(C(C1=NC=C(C=C12)Br)(C)C)=O)C 1-((1s,3s)-3-(3-azabicyclo[3.2.1]oct-3-yl)-3-methylcyclobutyl)-6-bromo-3,3-dimethyl-1,3-dihydro-2H-pyrrolo[3,2-b]pyridin-2-one